CNC(=O)C=1C=NN2C1C=CC=C2 N-methylpyrazolo[1,5-a]pyridine-3-carboxamide